N1C=CC=2C1=NC=C(C2)OC2=C(C(=O)O)C=CC(=C2)N2CCN(CC2)CC2=C(CC(CC2)(C)C)C2=CC=C(C=C2)Cl 2-((1H-pyrrolo[2,3-b]pyridin-5-yl)oxy)-4-(4-((4'-chloro-5,5-dimethyl-3,4,5,6-tetrahydro-[1,1'-biphenyl]-2-yl)methyl)piperazin-1-yl)benzoic acid